FC=1C(=CC(=NC1C)C(=O)O)C(NC([2H])([2H])[2H])=O 5-fluoro-6-methyl-4-((methyl-d3)carbamoyl)picolinic acid